BrC=1C=C2C(C=CN(C2=NC1)C(CO)(C)CO)=O 6-bromo-1-[2-hydroxy-1-(hydroxymethyl)-1-methyl-ethyl]-4-oxo-1,8-naphthyridine